ClC=1C=C2C(=NC(=NC2=C(C1C1=C2C=NNC2=CC=C1C)OC1CC1)OC[C@H]1N(CCC1)C)N1[C@H](CNCC1)C 6-chloro-8-cyclopropoxy-7-(5-methyl-1H-indazol-4-yl)-4-((S)-2-methylpiperazin-1-yl)-2-(((S)-1-methylpyrrolidin-2-yl)methoxy)quinazoline